O=C1NC(CC[C@@H]1N1C(C2=CC=C(C=C2C1)N1CCN(CC1)CCCCC(=O)OC(C)(C)C)=O)=O tert-Butyl (S)-5-(4-(2-(2,6-dioxopiperidin-3-yl)-1-oxoisoindolin-5-yl)piperazin-1-yl)pentanoate